CO[C@H]1CC[C@H](CC1)CN1C2=C(NCC1=O)N=CC(=N2)C=2C(=CC(=NC2)C(=O)N)C 5-(8-((cis-4-methoxycyclohexyl)methyl)-7-oxo-5,6,7,8-tetrahydropyrazino[2,3-b]pyrazin-2-yl)-4-methylpicolinamide